di(2,2-difluoroethyl) ether FC(COCC(F)F)F